2,2'-((((((2-acetylnaphtho[2,3-b]furan-4,9-diyl)bis(oxy))bis(carbonyl))-bis(azanediyl))bis(ethane-2,1-diyl))bis(azanediyl))diacetic Acid dihydrochloride Cl.Cl.C(C)(=O)C1=CC2=C(O1)C(=C1C=CC=CC1=C2OC(=O)NCCNCC(=O)O)OC(=O)NCCNCC(=O)O